tert-butyl 2-(4-(4-(3-amino-6-(trifluoromethyl)pyridazin-4-yl)phenyl)piperazin-1-yl)acetate NC=1N=NC(=CC1C1=CC=C(C=C1)N1CCN(CC1)CC(=O)OC(C)(C)C)C(F)(F)F